3-ethyl-N-(3-(5-fluoropyrimidin-2-yl)-4-(trifluoromethyl)phenyl)-1-(5-methyl-1,3,4-oxadiazol-2-yl)-6-azabicyclo[3.1.1]heptane-6-carboxamide C(C)C1CC2(N(C(C1)C2)C(=O)NC2=CC(=C(C=C2)C(F)(F)F)C2=NC=C(C=N2)F)C=2OC(=NN2)C